2-hydroxy-5-bromonicotinaldehyde OC1=C(C=O)C=C(C=N1)Br